IC1CC(OCC1)(C)C 4-iodo-2,2-dimethyltetrahydro-2H-pyran